[SbH]([O-])([O-])=O.[Na+].[Na+] sodium stibonate